C(C)(CC)C1=C(C=CC=C1)O ortho-secondary butylphenol